FC(C(=O)O)(F)F.O1CC(CC1)CN1CCOC2(CNC2)C1 8-(Tetrahydrofuran-3-ylmethyl)-5-oxa-2,8-diazaspiro[3.5]nonane 2,2,2-trifluoroacetic acid salt